C(C)(C)(C)C=1C=C(C=C(C1O)C(C)(C)C)CCC(=O)[O-] 3-(3',5'-di-tert.butyl-4-hydroxyphenyl)propionate